4-([1,4'-bipiperidine]-1'-ylmethyl)-N-(4-bromophenyl)benzamide N1(CCCCC1)C1CCN(CC1)CC1=CC=C(C(=O)NC2=CC=C(C=C2)Br)C=C1